[6-(difluoromethyl)-2-pyridinyl]-7-ethoxy-2-[[(3S)-tetrahydrofuran-3-yl]methyl]imidazo[1,2-a]pyridine-6-carboxamide FC(C1=CC=CC(=N1)C1=C(N=C2N1C=C(C(=C2)OCC)C(=O)N)C[C@@H]2COCC2)F